ClC1=CC=C(C=C1)NC(=O)C=1N=C2N(C=C(C=C2)C2=NOC(=N2)C(F)(F)F)C1 N-(4-chlorophenyl)-6-(5-(trifluoromethyl)-1,2,4-oxadiazol-3-yl)imidazo[1,2-a]pyridine-2-carboxamide